CN1C(C(CCC1)CC=O)=O 1-METHYL-2-OXO-3-PIPERIDINEACETALDEHYDE